1-(2-(((3S,4R)-3-hydroxytetrahydro-2H-pyran-4-yl)amino)pyrrolo[2,1-f][1,2,4]triazin-7-yl)pyrrolidin-2-one O[C@@H]1COCC[C@H]1NC1=NN2C(C=N1)=CC=C2N2C(CCC2)=O